3-(5-[[(2R,3R)-3-hydroxybutan-2-yl]oxy]-6-methylpyrazin-2-yl)-1H-indole-7-carbonitrile O[C@@H]([C@@H](C)OC=1N=CC(=NC1C)C1=CNC2=C(C=CC=C12)C#N)C